4-(4-(methylthio)phenyl)-4-oxobutanoic acid CSC1=CC=C(C=C1)C(CCC(=O)O)=O